3-((3-((2-(6-methyl-7-oxo-6,7-dihydro-1H-pyrrolo[2,3-c]pyridin-4-yl)-4-(methylsulfonyl)phenoxy)methyl)phenyl)amino)piperidine-2,6-dione CN1C(C2=C(C(=C1)C1=C(OCC=3C=C(C=CC3)NC3C(NC(CC3)=O)=O)C=CC(=C1)S(=O)(=O)C)C=CN2)=O